3-[(1R)-1-aminopropyl]-4-fluorobenzonitrile N[C@H](CC)C=1C=C(C#N)C=CC1F